(4-Aminopiperidin-1-yl)(5-(4-(trifluoromethyl)phenoxy)naphthalen-2-yl)methanone NC1CCN(CC1)C(=O)C1=CC2=CC=CC(=C2C=C1)OC1=CC=C(C=C1)C(F)(F)F